tert-butyl 3-{[(4-bromopyridin-2-yl) carbamoyl] methyl}-3,6-diazabicyclo[3.2.2]nonane-6-carboxylate BrC1=CC(=NC=C1)NC(=O)CN1CC2CN(C(C1)CC2)C(=O)OC(C)(C)C